C(C)(C)(C)OC(=O)N1CC[C@]2(C[C@@H]1C)OCC1(C3=C2SC=C3)SCCCS1 (6''S,7'R)-6''-methyl-5'H-dispiro[1,3-dithiane-2,4'-thieno[2,3-c]pyran-7',4''-piperidine]-1''-carboxylic acid tert-butyl ester